1-cyclobutene-3,4-dicarboxylic acid C1=CC(C1C(=O)O)C(=O)O